(S)-tert-butyl (3-methoxy-1-((4-(2-methyl-1-oxo-1,2-dihydroisoquinolin-7-yl)thiazol-2-yl)amino)-1-oxopropan-2-yl)carbamate COC[C@@H](C(=O)NC=1SC=C(N1)C1=CC=C2C=CN(C(C2=C1)=O)C)NC(OC(C)(C)C)=O